FC(F)(F)CS(=O)(=O)[N-]S(=O)(=O)CC(F)(F)F.[Li+] lithium bis(trifluoromethyl-methylsulfonyl)amide